α-acetlactone C1(CO1)=O